N4-(5-amino-2-fluorophenyl)-5-(3-chloro-4-fluorophenyl)-N2-(1-(2-methoxyethyl)-1H-pyrazol-4-yl)pyrimidine-2,4-diamine NC=1C=CC(=C(C1)NC1=NC(=NC=C1C1=CC(=C(C=C1)F)Cl)NC=1C=NN(C1)CCOC)F